1-(2-(((2-((1S,2S)-2-(3-chlorophenyl)cyclopropyl)-4-methoxy-1,6-naphthyridin-7-yl)amino)methyl)-6-cyclopropylimidazo[1,2-a]pyridin-8-yl)-3-methylimidazolidine-2,4-dione ClC=1C=C(C=CC1)[C@@H]1[C@H](C1)C1=NC2=CC(=NC=C2C(=C1)OC)NCC=1N=C2N(C=C(C=C2N2C(N(C(C2)=O)C)=O)C2CC2)C1